((S)-1-carboxy-5-(3-(2-(1-(2-fluoroethyl)-1H-1,2,3-triazol-4-yl)phenyl)ureido)pentyl)carbamoyl-L-glutamic acid C(=O)(O)[C@H](CCCCNC(=O)NC1=C(C=CC=C1)C=1N=NN(C1)CCF)NC(=O)N[C@@H](CCC(=O)O)C(=O)O